BrC1=C(C=C(C(=C1)C)C)C 1-Bromo-2,4,5-trimethylbenzene